4-((tert-butyldiphenylsilyl)oxy)-3-methylbutyric acid [Si](C1=CC=CC=C1)(C1=CC=CC=C1)(C(C)(C)C)OCC(CC(=O)O)C